3-cyanopropylmethyldifluorosilane C(#N)CCC[Si](F)(F)C